C(#N)CCCOC(=O)C1CCNCC1 piperidine-4-carboxylic acid 3-cyanopropyl ester